5-chloro-1-((5-(3-fluoro-5-methoxyphenyl)pyrazin-2-yl)methyl)-1H-Indazole-7-carboxylic acid ClC=1C=C2C=NN(C2=C(C1)C(=O)O)CC1=NC=C(N=C1)C1=CC(=CC(=C1)OC)F